2-(4-((4-(Difluoromethoxy)phenyl)(4-methylpyridin-3-yl)amino)piperidin-1-yl)pyrimidine-5-carbonitrile FC(OC1=CC=C(C=C1)N(C1CCN(CC1)C1=NC=C(C=N1)C#N)C=1C=NC=CC1C)F